O=C1CCN(CC1)C1=CC=2N(C=C1)C(=CN2)N2C(NC(CC2)=O)=O 1-(7-(4-oxopiperidin-1-yl)imidazo[1,2-a]pyridin-3-yl)dihydropyrimidine-2,4(1H,3H)-dione